(4-methyl-1,4-diazepan-1-yl)(6-(4-(trifluoromethyl)phenyl)pyrazin-2-yl)methanone CN1CCN(CCC1)C(=O)C1=NC(=CN=C1)C1=CC=C(C=C1)C(F)(F)F